Methyl (S)-2-(fluoromethyl)-1-(oxetan-2-ylmethyl)-1H-benzo[d]imidazole-6-carboxylate FCC1=NC2=C(N1C[C@H]1OCC1)C=C(C=C2)C(=O)OC